2-(tert-butoxycarbonyl-Thio)-4,6-dimethylpyridine C(C)(C)(C)OC(=O)SC1=NC(=CC(=C1)C)C